FC=1C=C(C=CC1N1CCC(CC1)C(F)(F)F)NC=1C=C2CCN(CC2=CC1)C(CN1CCN(CC1)C)=O 1-(6-((3-fluoro-4-(4-(trifluoromethyl)piperidin-1-yl)phenyl)amino)-3,4-dihydroisoquinolin-2(1H)-yl)-2-(4-methylpiperazin-1-yl)ethan-1-one